tert-butyl (3-chloropropyl)methylcarbamate ClCCCN(C(OC(C)(C)C)=O)C